N-[(R)-2-(tert-butoxycarbonylamino)-4-phenylbutyryl]-L-leucyl-D-phenylalanine methyl ester COC([C@H](NC([C@@H](NC([C@@H](CCC1=CC=CC=C1)NC(=O)OC(C)(C)C)=O)CC(C)C)=O)CC1=CC=CC=C1)=O